3-bromo-2-(4-n-octylphenyl)-1-benzofuran BrC1=C(OC2=C1C=CC=C2)C2=CC=C(C=C2)CCCCCCCC